methyl 2-(m-bromophenyl)-2,3-dihydro-1-benzofuran-5-carboxylate BrC=1C=C(C=CC1)C1OC2=C(C1)C=C(C=C2)C(=O)OC